ClC=1C=C2C(=CC(=NC2=CC1)C(F)(F)F)NCC1(CN(C1)C(NC#N)=N)C1=CC=C(C=C1)F 3-(((6-Chloro-2-(trifluoromethyl)quinolin-4-yl)amino)methyl)-N-cyano-3-(4-fluorophenyl)azetidine-1-carboximidamide